C1(C=CC(N1C1=C(C=C(C=C1C)CC1=CC(=C(C(=C1)C)N1C(C=CC1=O)=O)C)C)=O)=O Bis(4-maleimido-3,5-dimethylphenyl)methan